1,1,1,2,2,2-hexavinyldisilane C(=C)[Si]([Si](C=C)(C=C)C=C)(C=C)C=C